[Si](C)(C)(C(C)(C)C)OC1=CC=C(C=C1)B(O)O [4-[tert-butyl(dimethyl)silyl]oxyphenyl]boronic acid